(R)-1-(2-(3-(ethoxymethyl)-1-(1-(6-methylpyridin-3-yl)cyclopropyl)pyrrolidin-3-yl)ethyl)-1,3-dihydro-2H-imidazol-2-one C(C)OC[C@@]1(CN(CC1)C1(CC1)C=1C=NC(=CC1)C)CCN1C(NC=C1)=O